ClC1=CC(=C2C=CN(C2=C1Cl)S(=O)(=O)C1=CC=C(C=C1)C)O[C@@H]1[C@@H](C1)C(=O)OCC cis-ethyl 2-[6,7-dichloro-1-(p-tolylsulfonyl)indol-4-yl]oxycyclopropanecarboxylate